FC1(C(C1)CN1N=C(C=2[C@@H](C(CCC12)(F)F)O)C(F)(F)F)F (4S)-1-{[(7R)-2,2-difluorocyclopropyl]methyl}-5,5-difluoro-3-(trifluoromethyl)-4,5,6,7-tetrahydro-1H-indazol-4-ol